Cl.ClC=1C=C(C=CC1)[C@H](C)N (1S)-1-(3-chlorophenyl)ethylamine hydrochloride